2-bromo-7,7-dimethyl-5-(3,4,5-trifluorophenyl)-6,7-dihydro-5H-pyrrolo[2,3-b]pyrazine BrC=1N=C2C(=NC1)N(CC2(C)C)C2=CC(=C(C(=C2)F)F)F